methyl (E)-3-(3-(N-((4-(3,4-dihydro-2H-benzo[b][1,4]oxazin-7-yl)phenyl)methyl-d)cyclohexanecarboxamido)phenyl)acrylate O1C2=C(NCC1)C=CC(=C2)C2=CC=C(C=C2)C(N(C(=O)C2CCCCC2)C=2C=C(C=CC2)/C=C/C(=O)OC)[2H]